2,2'-(4,6-Dibromo-1,3-phenylene)diacetonitrile BrC1=C(C=C(C(=C1)Br)CC#N)CC#N